(2R,3R,4R)-4-{2-[(Cyclopropylmethyl)amino]ethyl}-2-phenyl-2,3,4,9-tetrahydro-1H-carbazol-3-amine C1(CC1)CNCC[C@H]1[C@@H]([C@H](CC=2NC3=CC=CC=C3C12)C1=CC=CC=C1)N